CC(C)([S@](=O)NCC1=NC=CC(=C1F)C1=CC(=CC=2C=COC21)COC2=C(C=CC=C2F)CC(=O)OCC)C (+)-(S)-ethyl 2-(2-((7-(2-((1,1-dimethylethylsulfinamido)methyl)-3-fluoropyridin-4-yl)benzofuran-5-yl)methoxy)-3-fluorophenyl)acetate